C(C)(C)(C)OC(=O)N1[C@@H]2CN([C@H](C1)C2)C2=CC=C(C=C2)OC (1S,4S)-5-(4-methoxyphenyl)-2,5-diazabicyclo[2.2.1]Heptane-2-carboxylic acid tert-butyl ester